NC=1C2=C(N=CN1)N(C=C2Br)[C@H]2[C@@H]([C@@H]([C@H](C2)C2=CC=C(C=C2)CNCC2CCC2)O)O (1R,2S,3R,5R)-3-(4-amino-5-bromo-7H-pyrrolo[2,3-d]pyrimidin-7-yl)-5-(4-(((cyclobutylmethyl)amino)methyl)phenyl)cyclopentane-1,2-diol